1-{[(2S,4R)-4-fluoro-4-methyl-5-oxopyrrolidin-2-yl]methoxy}-7-(propan-2-yloxy)isoquinoline-6-carboxamide F[C@@]1(C[C@H](NC1=O)COC1=NC=CC2=CC(=C(C=C12)OC(C)C)C(=O)N)C